CC1=NC(=CC(=C1)C1=CC=2NC3=CC=C(C=C3C2C=C1)C1CCNCC1)C 2-(2,6-dimethylpyridin-4-yl)-6-(piperidin-4-yl)-9H-carbazole